4,18-Dimethyl-11,24,29-trioxa-1,4,18,21-tetraazatetracyclo-[19.5.5.05,10.012,17]hentriaconta-5,7,9,12,14,16-hexaene CN1CCN2CCOCCN(CCN(C3=CC=CC=C3OC3=CC=CC=C13)C)CCOCC2